N[C@H](C(=O)O)CC1=CC=C(C=C1)C=1C(=NN(C1)C)N(C(C1=CN=CC=C1)=O)C (S)-2-amino-3-(4-(1-methyl-3-(N-methylnicotinamido)-1H-pyrazol-4-yl)phenyl)propanoic acid